2-[[1-(2-methyl-6,7-dihydro-5H-cyclopenta[d]pyrimidin-4-yl)piperidin-4-yl]methyl]-6-pyrazol-1-ylpyridazin-3-one CC=1N=C(C2=C(N1)CCC2)N2CCC(CC2)CN2N=C(C=CC2=O)N2N=CC=C2